BrCCCCC(=O)NC1=C2C(N(C(C2=CC=C1)=O)[C@H](CS(=O)(=O)C)C1=CC(=C(C=C1)OC)OCC)=O (S)-5-bromo-N-(2-(1-(3-ethoxy-4-methoxyphenyl)-2-(methylsulfonyl)ethyl)-1,3-dioxoisoindolin-4-yl)pentanamide